OCCCCCCCOC1=C(C=C(C=O)C=C1)OC 4-(7-hydroxyheptyloxy)-3-methoxybenzaldehyde